(5-chloro-7-morpholinopyrazolo[1,5-a]pyrimidin-2-yl)(4-methylpiperazin-1-yl)methanone ClC1=NC=2N(C(=C1)N1CCOCC1)N=C(C2)C(=O)N2CCN(CC2)C